COC(=O)C1=NC(=C(C(=C1Cl)N)F)C1=CC=C2C=CN(C2=C1F)C(C(C)(C)C)=O.C(C)(=O)NC(CN1C(C2=CC=CC=C2C1=O)=O)=O N-acetyl-2-(1,3-dioxoisoindolin-2-yl)acetamide methyl-4-amino-3-chloro-6-[1-(2,2-dimethylpropanoyl)-7-fluoro-1H-indol-6-yl]-5-fluoropyridine-2-carboxylate